5-((1-(methylsulfonyl)azetidin-3-yl)oxy)benzo[d]oxazol CS(=O)(=O)N1CC(C1)OC=1C=CC2=C(N=CO2)C1